(S)-3-bromo-1-(4-((tert-butyldimethylsilyl)oxy)butan-2-yl)-6-chloro-1H-pyrazolo[4,3-c]pyridine BrC1=NN(C2=C1C=NC(=C2)Cl)[C@@H](C)CCO[Si](C)(C)C(C)(C)C